4-(1-methyl-1H-pyrazol-yl)-N-((3S,4S)-4-(3,4-difluorophenyl)piperidine-3-yl)-2-fluorobenzamide CN1N=C(C=C1)C1=CC(=C(C(=O)N[C@@H]2CNCC[C@H]2C2=CC(=C(C=C2)F)F)C=C1)F